C(CCCCCCCCCCCCCCC)N1C(=C(C(C2=C(C=C(C=C12)OCC)OCC)=O)OCC)C1=CC(=C(C=C1)OCC)OC N-hexadecyl-2-(3-methoxy-4-ethoxyphenyl)-3,5,7-triethoxyquinolin-4-one